BrC=1C=C(C(=O)OC)C(=CN1)C=1OC2=C(N1)C=CC=C2Cl methyl 2-bromo-5-(7-chlorobenzo[d]oxazol-2-yl)isonicotinate